N1C=NC2=C1C=C(C=C2)N2C(OC[C@@H]2C2=CC=C(C=C2)C2=CC(=CC=C2)Cl)=O (S)-3-(1H-Benzo[d]imidazol-6-yl)-4-[4-(3-chlorophenyl)phenyl]oxazolidin-2-on